di(phenyl)bis(phenylthiophenylnaphthyl)biphenyldiamine C1(=CC=CC=C1)C1=C(C=CC=C1)C1=C(C(=C(C(=C1C1=CC=CC=C1)C1=C(C(=CC2=CC=CC=C12)C1=CC=CC=C1)C=1SC=CC1)C1=C(C(=CC2=CC=CC=C12)C1=CC=CC=C1)C=1SC=CC1)N)N